N1C=CC2=CC=C(C=C12)C1=NC(=NO1)C1=CC=C(C=C1)C[C@@H](C(=O)O)N (S)-3-(4-(5-(1H-indol-6-yl)-1,2,4-oxadiazol-3-yl)phenyl)-2-aminopropanoic acid